tert-butyl N-[(4-{[(1S)-1-(4-bromophenyl)-2,2,2-trifluoroethyl](methyl)carbamoyl}cyclohexyl)methyl]carbamate BrC1=CC=C(C=C1)[C@@H](C(F)(F)F)N(C(=O)C1CCC(CC1)CNC(OC(C)(C)C)=O)C